BrC=1C=C(C=CC1F)SC1=CC=C(C=C1)C1=N[C@H](C=2N(C3=C1C=C(C=C3)OC)C(=NN2)C)CC(=O)NCC 2-((4S)-6-(4-((3-bromo-4-fluorophenyl)thio)phenyl)-8-methoxy-1-methyl-4H-benzo[f][1,2,4]triazolo[4,3-a][1,4]diazepin-4-yl)-N-ethylacetamide